2-pentylheptyl (S)-2-(((S)-(((2R,3S,5R)-5-(6-amino-2-fluoro-9H-purin-9-yl)-2-ethynyl-3-hydroxytetrahydrofuranyl)methoxy)(phenoxy)phosphoryl)amino)-3-(3,5-difluorophenyl)propanoate NC1=C2N=CN(C2=NC(=N1)F)[C@H]1C[C@@H]([C@@](O1)(C#C)CO[P@](=O)(OC1=CC=CC=C1)N[C@H](C(=O)OCC(CCCCC)CCCCC)CC1=CC(=CC(=C1)F)F)O